1-methyl-4-(6-methyl-3',6'-dihydro[3,4'-bipyridyl]-1'(2'H)-yl)-2-oxo-1,2-dihydroquinoline-3-carbonitrile CN1C(C(=C(C2=CC=CC=C12)N1CCC(=CC1)C=1C=NC(=CC1)C)C#N)=O